(R)-5-ethyl-5-(3-isopropylphenyl)-8,8-dimethyl-5,8,9,10-tetrahydrobenzo[b][1,8]naphthyridin-6(7H)-one C(C)[C@@]1(C2=C(NC=3N=CC=CC13)CC(CC2=O)(C)C)C2=CC(=CC=C2)C(C)C